CC1=C(N=C2N(C1=O)C=C(C=C2[C@@H](C)NC2=C(C(=O)O)C=CC=C2)C)N2CC=1N(CC2)C=C(N1)C(F)(F)F (R)-2-((1-(3,7-dimethyl-4-oxo-2-(2-(trifluoromethyl)-5,6-dihydroimidazo[1,2-a]pyrazin-7(8H)-yl)-4H-pyrido[1,2-a]pyrimidin-9-yl)ethyl)amino)benzoic acid